OC(=O)C(F)(F)F.N1(CCNCC1)C=O (piperazin-1-yl)methanone TFA salt